BrC1=CC(=C(C=C1)O)OC(F)(F)F 4-bromo-2-(trifluoromethoxy)phenol